ClC=1C=C(C(=O)Cl)C=C(C1)Cl 3,5-dichlorobenzoylchloride